FC1=C(C=C(C=C1)N(C(=O)C1N(NC(C1)=O)C1=NC(=CC(=C1)C(F)(F)F)C)CCCN1CCCC1)C N-(4-fluoro-3-methylphenyl)-2-(6-methyl-4-(trifluoromethyl)pyridin-2-yl)-5-oxo-N-(3-(pyrrolidin-1-yl)propyl)pyrazolidine-3-carboxamide